[4-[2-[(1-Methyl-4-piperidyl)methyl]-3H-imidazo[4,5-b]pyridin-7-yl]-1-piperidyl]-[4-(trifluoromethoxy)phenyl]methanone CN1CCC(CC1)CC1=NC=2C(=NC=CC2C2CCN(CC2)C(=O)C2=CC=C(C=C2)OC(F)(F)F)N1